CS(=O)(=NC1=NC(=NC(=C1)N1[C@@H](COCC1)C)N1C(=NC2=C1C=CC=C2)C(F)(F)F)C (R)-dimethyl((6-(3-methylmorpholino)-2-(2-(trifluoromethyl)-1H-benzo[d]imidazol-1-yl)-pyrimidin-4-yl)imino)-λ6-sulfanone